3-{[(2R)-4-methylmorpholin-2-yl]methoxy}-5-(5-methyl-1,3-thiazol-2-yl)-N-{(1S)-1-[2-(trifluoromethyl)pyrimidin-5-yl]ethyl}benzamide methylene-bis-(2-hydroxy-3-naphthoate) C(C1=C(C(=CC2=CC=CC=C12)C(=O)O)O)C1=C(C(=CC2=CC=CC=C12)C(=O)O)O.CN1C[C@@H](OCC1)COC=1C=C(C(=O)N[C@@H](C)C=2C=NC(=NC2)C(F)(F)F)C=C(C1)C=1SC(=CN1)C